(S)-3-cyclohexene-1-carboxylic acid ethyl ester C(C)OC(=O)[C@@H]1CC=CCC1